NC1=C(C2=C(N=C(S2)C(=O)O)C(=C1)F)C(=C)C 6-amino-4-fluoro-7-(prop-1-en-2-yl)benzo[d]thiazole-2-carboxylic acid